2-fluoro-N-(5-methyl-3-oxocyclohex-1-en-1-yl)benzamide FC1=C(C(=O)NC2=CC(CC(C2)C)=O)C=CC=C1